tert-Butyl 6-chloro-3-[[(1R)-1-[2-(3-cyanophenyl)-3,6-dimethyl-4-oxo-chromen-8-yl]ethyl]amino]pyridine-2-carboxylate ClC1=CC=C(C(=N1)C(=O)OC(C)(C)C)N[C@H](C)C=1C=C(C=C2C(C(=C(OC12)C1=CC(=CC=C1)C#N)C)=O)C